3-phenylpropan-2-yl-oxamide C1(=CC=CC=C1)CC(C)NC(=O)C(=O)N